C1C(CC2=CC=CC=C12)CC(=O)N[C@@H]([C@@H](C1=NC=CC(=C1)OC)O)CN1CCCC1 2-(2,3-dihydro-1H-inden-2-yl)-N-((1S,2R)-1-hydroxy-1-(4-methoxypyridin-2-yl)-3-(pyrrolidin-1-yl)propan-2-yl)acetamide